N1N=CC(=C1)C1=C(C(=O)O)C=C(N=C1)C (E)-1H-pyrazol-4-yl-6-methylisonicotinic acid